[1-(cyclopropylmethyl)-4-iodo-pyrazol-3-yl]-2-methyl-propan-1-one C1(CC1)CN1N=C(C(=C1)I)C(C(C)C)=O